6,8-dichloro-3-thiomorpholinosulfonyl-quinolin-4-ol ClC=1C=C2C(=C(C=NC2=C(C1)Cl)S(=O)(=O)N1CCSCC1)O